C(#N)C1=CC=C(C=C1)S(=O)(=O)C(C)(F)C1CCN(CC1)C(=O)NC1=NOC=C1 4-(1-((4-cyanophenyl)sulfonyl)-1-fluoro-ethyl)-N-(isoxazol-3-yl)piperidine-1-carboxamide